ClC=1C2=C(N=CN1)C(=CS2)C(=O)OC methyl 4-chlorothieno[3,2-d]pyrimidine-7-carboxylate